2-bromo-1-(2-hydroxy-5-methoxyphenyl)ethanone BrCC(=O)C1=C(C=CC(=C1)OC)O